OCC[C@@]1(CC\C=C/CCC1)O |r| rac-(R,Z)-1-(2-hydroxyethyl)cyclooct-4-en-1-ol